27-Triacontenoic acid C(CCCCCCCCCCCCCCCCCCCCCCCCCC=CCC)(=O)O